4-nitro-3-(oxetan-3-yloxy)benzoic acid [N+](=O)([O-])C1=C(C=C(C(=O)O)C=C1)OC1COC1